ClC=1C=C(C=NC1)N1[C@H]([C@@H](NCC1)C)C |r| (±)-1-(5-chloropyridin-3-yl)-trans-2,3-dimethylpiperazine